CS(=O)(=O)OC[C@@H](C)[C@H]1CC[C@H]2[C@@H]3C=CC4=CC(CC[C@]4(C)[C@H]3CC[C@]12C)=O (20S)-20-(1-methanesulfonyloxymethyl)-pregn-4,6-dien-3-one